O=C1NC(CCC1NC=1C=CC(=C(C1)S(=O)(=O)F)C1CCNCC1)=O 5-((2,6-dioxopiperidin-3-yl)amino)-2-(piperidin-4-yl)benzenesulfonyl fluoride